O=C1N(CCC(N1)=O)C=1C=C(CNCC2=CC=C(C(=O)NC3=CC(=C(C=C3)C)NC3=NC=CC(=N3)C=3C=NC=CC3)C=C2)C=CC1 4-(((3-(2,4-dioxotetrahydropyrimidin-1(2H)-yl)benzyl)amino)methyl)-N-(4-methyl-3-((4-(pyridin-3-yl)pyrimidin-2-yl)amino)phenyl)benzamide